F\C(\C(=O)O)=C/C1=NC=C(C=C1)C (Z)-2-fluoro-3-(5-methylpyridin-2-yl)acrylic acid